methyl (4S)-4-[[(2R)-2,4-diamino-4-oxo-butanoyl]amino]pentanoate N[C@@H](C(=O)N[C@H](CCC(=O)OC)C)CC(=O)N